C(C1=CC=CC=C1)OCC#N 2-(benzyloxy)acetonitrile